N1C(=NC2=C1C=CC=C2)C2=NNC=C2N 3-(1H-benzimidazol-2-yl)-1H-pyrazol-4-ylamine